C(C)(C)(C)OC(=O)N1CCC2(CC1)COC1=C3CN(C(C3=CC(=C12)Cl)=O)[C@@H]1C(NC(CC1)=O)=O (S)-4-chloro-7-(2,6-dioxopiperidin-3-yl)-6-oxo-7,8-dihydro-2h,6h-spiro[furo[2,3-e]isoindole-3,4'-piperidine]-1'-carboxylic acid tert-butyl ester